C1(=CC=CC=C1)C1=C(C=CC(=C1)C)S(=O)(=O)OC1=NOC(C1)(C(F)(F)F)C1=CC(=CC(=C1)Cl)Cl (5-(3,5-dichlorophenyl)-5-(trifluoromethyl)-4,5-dihydroisoxazol-3-yl) phenyl-4-methylbenzenesulfonate